bisphenyl-isoquinoline C1(=CC=CC=C1)C=1N=C(C2=CC=CC=C2C1)C1=CC=CC=C1